FC(C1=CC=C(N=N1)CO)F (6-(difluoromethyl)pyridazin-3-yl)methanol